FC1(CN(CC1)C1=NC=CC(=C1NC(=O)C=1C=NC(=NC1)C(C)C)C1=CC=CC=C1)C N-(2-(3-fluoro-3-methyl-pyrrolidin-1-yl)-4-phenylpyridin-3-yl)-2-iso-propylpyrimidine-5-carboxamide